chloro(2-methoxyphenyl)(4-(tributylsilyl)phenyl)phosphane ClP(C1=CC=C(C=C1)[Si](CCCC)(CCCC)CCCC)C1=C(C=CC=C1)OC